NC1=C2C(=NC=N1)N(N=C2C2=C(N(N=N2)C2CC2)C2=NC=C(C=N2)N2CCN(CC2)C(=O)OC(C)(C)C)C(C)(C)C tert-butyl 4-[2-[5-(4-amino-1-tert-butyl-pyrazolo[3,4-d]pyrimidin-3-yl)-3-cyclopropyl-triazol-4-yl]pyrimidin-5-yl]piperazine-1-carboxylate